tert-butyl 4-[4-[2-(2,6-dioxopiperidin-3-yl)-6-fluoro-1,3-dioxo-2,3-dihydro-1H-isoindol-5-yl]piperazin-1-yl]butanoate O=C1NC(CCC1N1C(C2=CC(=C(C=C2C1=O)N1CCN(CC1)CCCC(=O)OC(C)(C)C)F)=O)=O